4-(3-methoxy-4-fluorophenoxy)-6-acetylamino-1H-indole-2-carboxylic acid ethyl ester C(C)OC(=O)C=1NC2=CC(=CC(=C2C1)OC1=CC(=C(C=C1)F)OC)NC(C)=O